F[P-](F)(F)(F)(F)F.CN(C)C(=[N+]1N=[N+](C2=NC=CC=C21)[O-])N(C)C 1-[bis(dimethylamino)methylene]-1,2,3-triazolo[4,5-b]pyridinium 3-oxid hexafluorophosphate